stearylether phosphate P(=O)(O)(O)O.C(CCCCCCCCCCCCCCCCC)OCCCCCCCCCCCCCCCCCC